5-Ethyl-2-methoxy-N-(6-(pyrimidin-5-yl)benzo[d]isoxazol-3-yl)benzenesulfonamide C(C)C=1C=CC(=C(C1)S(=O)(=O)NC1=NOC2=C1C=CC(=C2)C=2C=NC=NC2)OC